(E)-3-(dimethylamino)-1-(4-trifluoromethylphenyl)-2-propen-1-one CN(/C=C/C(=O)C1=CC=C(C=C1)C(F)(F)F)C